CC1=NC=CC(=N1)C1=NC=CC(=C1)C1=NOC(=N1)C(F)(F)F 3-(2-(2-methylpyrimidin-4-yl)pyridin-4-yl)-5-(trifluoromethyl)-1,2,4-oxadiazole